2-chloro-N-((R)-1-((trans)-4-(6-fluoroquinolin-4-yl)cyclohexyl)propan-2-yl)-7-(trifluoromethyl)quinazolin-4-amine ClC1=NC2=CC(=CC=C2C(=N1)N[C@@H](C[C@@H]1CC[C@H](CC1)C1=CC=NC2=CC=C(C=C12)F)C)C(F)(F)F